2-(2,4-Dinitrophenylazo)-1-hydroxynaphthalene-3,6-disulfonic acid disodium salt [Na+].[Na+].[N+](=O)([O-])C1=C(C=CC(=C1)[N+](=O)[O-])N=NC1=C(C2=CC=C(C=C2C=C1S(=O)(=O)[O-])S(=O)(=O)[O-])O